5-[(3-chloro-5-methanesulfonylphenyl)carbamoyl]thiophene-3-carboxylic acid ClC=1C=C(C=C(C1)S(=O)(=O)C)NC(=O)C1=CC(=CS1)C(=O)O